COC(C1=CN=C(C(=C1)OC[C@H]1CN(CCO1)C)O)=O 6-hydroxy-5-(((R)-4-methylmorpholin-2-yl)methoxy)nicotinic acid methyl ester